FC1=CC=C(C=C1)C(C)N1N=CC(=C1)C1=CN=CC(=N1)C1=CC=2N(C=C1)N=C(N2)N 7-(6-(1-(1-(4-fluorophenyl)ethyl)-1H-pyrazol-4-yl)pyrazin-2-yl)-[1,2,4]triazolo[1,5-a]pyridin-2-amine